CC1=NC2=CC=C(C=C2C(=C1C(=O)N(C)C)Cl)OC(F)(F)F methyl-4-chloro-N,N-dimethyl-6-(trifluoromethoxy)quinoline-3-carboxamide